pentylmethylcinnamaldehyde C(CCCC)C(=C(C=O)C)C1=CC=CC=C1